Methyl-2-[7-chloro-2-({[(2E)-3-(6-aminopyridin-3-yl)-1-oxoprop-2-enyl] amino}-methyl)-1-benzofuran-5-yl]-5-fluoropyridine-4-carboxylate COC(=O)C1=CC(=NC=C1F)C=1C=C(C2=C(C=C(O2)CNC(\C=C\C=2C=NC(=CC2)N)=O)C1)Cl